2-N-(2,2,6,6-tetramethylpiperidin-4-yl)-2-N-[6-[(2,2,6,6-tetramethylpiperidin-4-yl)amino]hexyl]-4-N-(2,4,4-trimethylpentan-2-yl)-1,3,5-triazine-2,4-diamine CC1(CC(CC(N1)(C)C)NCCCCCCN(C2CC(NC(C2)(C)C)(C)C)C3=NC=NC(=N3)NC(C)(C)CC(C)(C)C)C